4-iodotetrahydro-2H-pyran IC1CCOCC1